F[C@H]1C[C@H](N2N=C(N=C21)S(=O)(=O)C2CC(C2)F)C2=CC=CC=C2 (5s,7s)-7-fluoro-2-(((1r,3s)-3-fluorocyclobutyl)sulfonyl)-5-phenyl-6,7-dihydro-5H-pyrrolo[1,2-b][1,2,4]triazole